N[C@H]1C2N(CC1CC2)C(=O)C=2C=C(C1=C(SC(=C1C)C=1N(C3=CC(=CC=C3C1)C1=CC(=C(C(=O)N)C=C1)F)CC1CC1)C2)OC 4-(2-(6-((7R)-7-Amino-2-azabicyclo[2.2.1]heptane-2-carbonyl)-4-methoxy-3-methylbenzo[b]thiophen-2-yl)-1-(cyclopropylmethyl)-1H-indol-6-yl)-2-fluorobenzamide